4-(4'-Ethoxy-3'-methoxy-[1,1'-biphenyl]-3-yl)-1,2-oxaborolan-2-ol C(C)OC1=C(C=C(C=C1)C1=CC(=CC=C1)C1CB(OC1)O)OC